(R)-N-(5-(1-((2-amino-5-chloropyridin-3-yl)oxy)ethyl)-2-methylphenyl)-3-(methylsulfonyl)benzamide NC1=NC=C(C=C1O[C@H](C)C=1C=CC(=C(C1)NC(C1=CC(=CC=C1)S(=O)(=O)C)=O)C)Cl